1,4,7,10,13,16,19,23,26,29,32-undecazabicyclo[32.3.0]heptatriacontane N12CCNCCNCCNCCNCCNCCNCCCNCCNCCNCCNCC2CCC1